N-(2-methoxyethyl)amine COCCN